3-(tert-butyl)-N-(4-(2-(cyclopropanecarboxamido)pyridin-4-yl)-2-fluoro-3-methylbenzyl)-1,2,4-oxadiazole-5-carboxamide C(C)(C)(C)C1=NOC(=N1)C(=O)NCC1=C(C(=C(C=C1)C1=CC(=NC=C1)NC(=O)C1CC1)C)F